N-methyl-vinylsulfonamide CNS(=O)(=O)C=C